1-methyl-6-oxo-1,6-dihydropyridazine-3-carboxamide CN1N=C(C=CC1=O)C(=O)N